2-(α-naphthylidenemethyl)-3-methylbenzoxazoline C1(CC=CC2=CC=CC=C12)=CC1OC2=C(N1C)C=CC=C2